C(C)(=O)OC[C@@H](C1=C(C(=CC(=C1)F)Cl)CO)NC(C)=O (R)-2-acetamido-2-(3-chloro-5-fluoro-2-(hydroxy methyl)phenyl)ethyl acetate